C1CCC12CC1(OC(NC1)=O)C2 7-Oxa-9-aza-dispiro[3.1.4.1]undecan-8-one